FC=1C=C(CC=2C=CC(=NC2)NC(=O)C2=NN(C(C(=C2)OC)=O)C)C=CC1 N-(5-(3-fluorobenzyl)pyridin-2-yl)-5-methoxy-1-methyl-6-oxo-1,6-dihydropyridazine-3-carboxamide